N1=CC(=CC=C1)C=1C=C(C=C(C1)C=1C=NC=CC1)C1=NC(=NC(=C1)C1=CC(=CC(=C1)C=1C=NC=CC1)C=1C=NC=CC1)C 4,6-Bis(3,5-di-3-pyridyl-phenyl)-2-methylpyrimidine